2-ethylhexanyl heptanoate C(CCCCCC)(=O)OCC(CCCC)CC